2-(tetrahydro-2H-pyran-4-ylmethoxy)nicotinamide O1CCC(CC1)COC1=C(C(=O)N)C=CC=N1